N1=CC=C2N1C=CC(=C2)N2N=CC(=C2)C(=O)OCC ethyl 1-pyrazolo[1,5-a]pyridin-5-ylpyrazole-4-carboxylate